1-methyl-4-((1-methyl-1H-pyrazol-3-yl)methoxy)-5-(1-(1-phenyl-ethyl)-1H-pyrazol-4-yl)pyridin-2(1H)-one CN1C(C=C(C(=C1)C=1C=NN(C1)C(C)C1=CC=CC=C1)OCC1=NN(C=C1)C)=O